4-(phenylethynyl)piperidine C1(=CC=CC=C1)C#CC1CCNCC1